6-(imidazo[1,2-a]pyridine-3-carbonyl)-N-(3-(2-morpholinoethoxy)-5-(trifluoro-methyl)phenyl)-4,5,6,7-tetrahydrothieno[2,3-c]pyridine-3-carboxamide N=1C=C(N2C1C=CC=C2)C(=O)N2CC1=C(CC2)C(=CS1)C(=O)NC1=CC(=CC(=C1)C(F)(F)F)OCCN1CCOCC1